FC(OCC12CC(CC(N1)C2)C)F cis-1-((difluoromethoxy)methyl)-3-methyl-6-azabicyclo[3.1.1]heptane